8-bromo-1-isopropyl-6-(phenylsulfonyl)-3,6-dihydroimidazo[4,5-d]pyrrolo[2,3-b]pyridin-2(1H)-one BrC1=CN(C2=NC=C3C(=C21)N(C(N3)=O)C(C)C)S(=O)(=O)C3=CC=CC=C3